C(C)OC(=O)C1=CC=C(C=2OCOC21)C(=O)OCC Benzo[d][1,3]dioxole-4,7-dicarboxylic acid diethyl ester